ClC1=C(OC2=CC=CC3=C2NC(=NS3(=O)=O)NCC=3C=NC=C(C3)F)C=CC=C1 5-(2-chlorophenoxy)-3-(((5-fluoropyridin-3-yl)methyl)amino)-4H-benzo[e][1,2,4]thiadiazine 1,1-dioxide